C12CN(CC(N1)C2)C=2C=CC(=NC2)NC2=CC(=NC=1C=CNC(C21)=O)C2=C(C=C(C=C2)NC(=O)C2CCCCC2)F N-(4-(4-((5-(3,6-diazabicyclo[3.1.1]heptan-3-yl)pyridin-2-yl)amino)-5-oxo-5,6-dihydro-1,6-naphthyridin-2-yl)-3-fluorophenyl)cyclohexanecarboxamide